COC(=O)C1(N(CCC1)C(=O)OC(C)(C)C)CCCCl 2-(3-chloropropyl)pyrrolidine-1,2-dicarboxylic acid 1-tert-butyl ester 2-methyl ester